propenamine C(=CC)N